(2R)-N-benzyl-2-(3-(dimethylamino)-2,5-dioxopyrrolidin-1-yl)propanamide lactate C(C(O)C)(=O)O.C(C1=CC=CC=C1)NC([C@@H](C)N1C(C(CC1=O)N(C)C)=O)=O